(S)-N-(5-aminopentyl)-2-(2,5-dioxo-2,5-dihydro-1H-pyrrol-1-yl)cyclopropanecarboxamide NCCCCCNC(=O)[C@@H]1C(C1)N1C(C=CC1=O)=O